[(2R)-2-[(1R)-1-hydroxyethyl]-2-methyl-pyrrolidin-1-yl]-[8-methoxy-9-(1-methylpyrazol-3-yl)-1-(2-thienyl)-5,6-dihydropyrrolo[2,1-a]isoquinolin-3-yl]methanone O[C@H](C)[C@@]1(N(CCC1)C(=O)C1=CC(=C2N1CCC1=CC(=C(C=C21)C2=NN(C=C2)C)OC)C=2SC=CC2)C